S1C(=CC=C1)C1CCC(N1)=O 5-(Thiophen-2-yl)pyrrolidin-2-one